tert-butyl 4-[4-azido-2-fluorocyclohexyl]piperazine-1-carboxylate N(=[N+]=[N-])C1CC(C(CC1)N1CCN(CC1)C(=O)OC(C)(C)C)F